N1C[C@H](OCC1)C(=O)N1CCN(CC1)C1=NC=C(C=N1)C(F)(F)F (S)-morpholin-2-yl-(4-(5-(trifluoromethyl)pyrimidin-2-yl)piperazin-1-yl)methanone